COCC=1C=C(C=CC1)NC(C)=O N-(3-(methoxymethyl)phenyl)acetamide